IC1=C(C2=C(S1)C(=CC=C2)NC2C(CNCC2)C#N)CC(F)(F)F 4-((2-iodo-3-(2,2,2-trifluoroethyl)benzo[b]thiophen-7-yl)amino)piperidine-3-carbonitrile